N1(CCC1)C(=O)C1CCC(CC1)COC=1C(C=C(OC1)CN1CC2=CC=CC=C2C1)=O 5-((4-(azetidine-1-carbonyl)cyclohexyl)methoxy)-2-(isoindolin-2-ylmethyl)-4H-pyran-4-one